(4S,5S)-7-ethyl-4-(4-fluorophenyl)-6-oxo-1-(tetrahydrofuran-3-yl)-5-(3-(trifluoromethyl)benzamido)-4,5,6,7-tetrahydro-1H-pyrazolo[3,4-b]pyridine-3-carboxylic acid C(C)N1C2=C([C@@H]([C@@H](C1=O)NC(C1=CC(=CC=C1)C(F)(F)F)=O)C1=CC=C(C=C1)F)C(=NN2C2COCC2)C(=O)O